3-(7-(3-fluorophenyl)-4-oxo-1-((3-(trifluoromethyl)phenyl)sulfonyl)-1,2-dihydroquinazolin-3(4H)-yl)-2,2-dimethylpropionic acid FC=1C=C(C=CC1)C1=CC=C2C(N(CN(C2=C1)S(=O)(=O)C1=CC(=CC=C1)C(F)(F)F)CC(C(=O)O)(C)C)=O